(S)-tert-butyl(2-((2-(N,N-bis(4-methoxybenzyl)sulfamoyl)-4-iodo-3-(2-(4-methoxybenzyl)-2H-tetrazol-5-yl)phenyl)thio)-3-((tert-butyldimethylsilyl) oxy)propyl)carbamate C(C)(C)(C)OC(NC[C@@H](CO[Si](C)(C)C(C)(C)C)SC1=C(C(=C(C=C1)I)C=1N=NN(N1)CC1=CC=C(C=C1)OC)S(N(CC1=CC=C(C=C1)OC)CC1=CC=C(C=C1)OC)(=O)=O)=O